N-((5-chloro-6-((cis)-3-methoxycyclobutoxy)-1H-indol-2-yl)methyl)acetamide ClC=1C=C2C=C(NC2=CC1O[C@@H]1C[C@@H](C1)OC)CNC(C)=O